tert-Butyl 3-(5-(2,2-difluoro-1-hydroxyethyl)-7-(thiazol-4-yl)-4-(trifluoromethoxy)benzo[d]oxazol-2-yl)-3,6-diazabicyclo[3.1.1]heptane-6-carboxylate FC(C(O)C=1C=C(C2=C(N=C(O2)N2CC3N(C(C2)C3)C(=O)OC(C)(C)C)C1OC(F)(F)F)C=1N=CSC1)F